ClC=1C(=NC(=NC1)NC1CCOCC1)C1=CC=C2CN(C(C2=C1)=O)CC(=O)N[C@H](CC)C1=CC=CC=C1 2-(6-{5-Chloro-2-[(oxan-4-yl)amino]pyrimidin-4-yl}-1-oxo-2,3-dihydro-1H-isoindol-2-yl)-N-[(1R)-1-phenylpropyl]acetamid